Tert-butyl N-(1,3-dioxoisoindolin-2-yl)-N-((2-ethoxy-2-oxoethyl)carbamoyl)glycinate O=C1N(C(C2=CC=CC=C12)=O)N(CC(=O)OC(C)(C)C)C(NCC(=O)OCC)=O